ClC1=CC=C(C=C1)NC(=O)N1C(C[C@H](C1)O)C(=O)O (4R)-1-(4-chlorophenylcarbamoyl)-4-hydroxypyrrolidine-2-carboxylic acid